C(C)C1(CN(C1)C)COC1=C(N(N=C1)C)C1=CC=2N(C=C1)N=C(C2)NC(=O)C2CC2 N-[5-[4-[(3-ethyl-1-methyl-azetidin-3-yl)methoxy]-2-methyl-pyrazol-3-yl]pyrazolo[1,5-a]pyridin-2-yl]cyclopropanecarboxamide